C(C1=CC=CC=C1)OC=1C=C(N=C2C=CC(=NC12)N(C)CCOC)C1=C(C=C(C=C1)C(C)(C)C)C 8-benzyloxy-6-(4-tert-butyl-2-methyl-phenyl)-N-(2-methoxyethyl)-N-methyl-1,5-naphthyridin-2-amine